CN(C1C[C@H]2CC[C@@H](C1)N2C(=O)OC(C)(C)C)C=2N=NC(=CC2)C=2C=CC(=C1C=NNC21)C=2N=NN(C2)C tert-butyl (1R,3S,5S)-3-[methyl([6-[4-(1-methyl-1,2,3-triazol-4-yl)-1H-indazol-7-yl]pyridazin-3-yl])amino]-8-azabicyclo[3.2.1]octane-8-carboxylate